4-(6-hexoxy)benzophenone CCCCCCOC1=CC=C(C(=O)C2=CC=CC=C2)C=C1